C1(CCCC1)C1=NC2=NC=NC(=C2N1)C(=O)NCC1=CC(=CC(=C1)NC1=CSC=C1)F 8-Cyclopentyl-N-(3-fluoro-5-(thiophen-3-ylamino)benzyl)-7H-purine-6-carboxamide